OCCN(CC(=O)O)CCO N,N-bishydroxyethylglycine